N1=CN=CC(=C1)CO 5-pyrimidinyl-methanol